C(CN(CC(=O)[O-])CC(=O)O)N(CC(=O)[O-])CC(=O)[O-].[Na+].[Na+].[Na+] trisodium hydrogen ethylenediaminetetraacetate